2-(benzylamino)-N-(4-(3-((4-phenylpiperazin-1-yl)methyl)imidazo[1,2-a]pyridin-2-yl)phenyl)acetamide C(C1=CC=CC=C1)NCC(=O)NC1=CC=C(C=C1)C=1N=C2N(C=CC=C2)C1CN1CCN(CC1)C1=CC=CC=C1